OCC(CC(=O)N1CC(CC1)CC#N)N1CC=2CN(CC2C1)C1=CC=C(C=C1)OC(F)(F)F 2-[1-(4-Hydroxy-3-{5-[4-(trifluoromethoxy)phenyl]-1H,2H,3H,4H,5H,6H-pyrrolo[3,4-c]pyrrol-2-yl}butanoyl)pyrrolidin-3-yl]acetonitrile